CNC1=CC=C(C=C1)N1CCOCC1 n-methyl-4-(morpholin-4-yl)aniline